tert-butyl (R)-(1-(2-oxo-3-triphenylmethyl-2,3-dihydrobenzo[d]oxazol-7-yl)prop-2-yl)carbamate O=C1OC2=C(N1C(C1=CC=CC=C1)(C1=CC=CC=C1)C1=CC=CC=C1)C=CC=C2C[C@@H](C)NC(OC(C)(C)C)=O